ethyl (S)-5-(2,4-difluorophenyl)-2-(hydroxymethyl)-3,4-dihydro-2H-pyrano[2,3-b]pyridine-7-carboxylate FC1=C(C=CC(=C1)F)C1=C2C(=NC(=C1)C(=O)OCC)O[C@@H](CC2)CO